C1(CCCCC1)[C@H](CN(C(C#C)=O)CC(N1C[C@@H](CC1)C1=CC=CC=C1)=O)C1=CC=CC=C1 N-[(2S)-2-Cyclohexyl-2-phenyl-ethyl]-N-[2-oxo-2-[(3S)-3-phenylpyrrolidin-1-yl]ethyl]prop-2-ynamide